methyl 3-fluoro-4-(2-(3-fluoro-4-formyl-5-(methoxycarbonyl)phenoxy)ethoxy)-2-formylbenzoate FC=1C(=C(C(=O)OC)C=CC1OCCOC1=CC(=C(C(=C1)C(=O)OC)C=O)F)C=O